3-[1-hydroxy-2-(2-methoxyphenylamino)ethyl]-1H-1,2,4-triazol-5(4H)-one OC(CNC1=C(C=CC=C1)OC)C1=NNC(N1)=O